CC1=CC(C(=NN1C1=CC=C(C=C1)C)C(=O)N[C@@H]1C(N(C2=C(OC1)C=CC=N2)C)=O)=O (S)-6-methyl-N-(5-methyl-4-oxo-2,3,4,5-tetrahydropyrido[3,2-b][1,4]oxazepin-3-yl)-4-oxo-1-(p-tolyl)-1,4-dihydro-pyridazine-3-carboxamide